2,6-di-tert-butylbromobenzene CC(C)(C)C1=C(C(=CC=C1)C(C)(C)C)Br